sodium iron sulfate silicate [Si]([O-])([O-])([O-])O.S(=O)(=O)(O)O.[Fe+2].[Na+]